8-(alpha-naphthyl)-tetracyclo[4.4.0.12,5.17,10]-3-dodecene C1(=CC=CC2=CC=CC=C12)C1C2C3C4C=CC(C3C(C1)C2)C4